O=C1NC(CCC1N1C(C2=CC=C(C=C2CC1=O)[N+](=O)[O-])=O)=O 2-(2,6-dioxopiperidin-3-yl)-6-nitroisoquinoline-1,3(2H,4H)-dione